acetonylacetone C(C(=O)C)CC(C)=O